COC1=CC=C(C=C1)N1CCN(CC1)C(=O)C1=CC2=C(S1)C1=CC=CC=C1C(=C2)P(OCC)(OCC)=O Diethyl (2-(4-(4-methoxyphenyl)piperazine-1-carbonyl)naphtho[1,2-b]thiophen-5-yl)phosphonate